4-[(7-cyclobutyl-2-{[(2R,7aS)-2-fluorotetrahydro-1H-pyrrolizin-7a(5H)-yl]methoxy}-6-methoxy-7H-purin-8-yl)oxy]-6-fluoro-5-[(triisopropylsilyl)ethynyl]-2-naphthol C1(CCC1)N1C(=NC2=NC(=NC(=C12)OC)OC[C@]12CCCN2C[C@@H](C1)F)OC1=CC(=CC2=CC=C(C(=C12)C#C[Si](C(C)C)(C(C)C)C(C)C)F)O